1-decyl 9-(3-((5-(heptadecan-9-yloxy)-5-oxopentanoyl)oxy)-2-(hydroxymethyl)propyl) nonanedioate C(CCCCCCCC(=O)OCC(COC(CCCC(=O)OC(CCCCCCCC)CCCCCCCC)=O)CO)(=O)OCCCCCCCCCC